6-(4-methoxybenzylamino)pyridazine COC1=CC=C(CNC2=CC=CN=N2)C=C1